FC1(OC2=C(O1)C=CC(=C2)[C@H](C)OC=2C=C(C=NC2)N2N=C(C=1CCC[C@@H](C21)OC2=CC=C(C(=O)O)C=C2)C(F)(F)F)F 4-[[(7S)-1-[5-[(1S)-1-(2,2-difluoro-1,3-benzodioxol-5-yl)ethoxy]-3-pyridinyl]-3-(trifluoromethyl)-4,5,6,7-tetrahydroindazol-7-yl]oxy]benzoic acid